ClCC(=O)N1C2=C(NCC3=C1C=CC=C3)C=CC=N2 11-(2-chloroacetyl)-5,11-dihydro-6H-pyrido[2,3-b][1,4]benzodiazepine